2-{6-[(3S)-3-(cyclobutylamino)pyrrolidin-1-yl]pyridazin-3-yl}-4-fluoro-5-(5-methoxypyridin-3-yl)phenol C1(CCC1)N[C@@H]1CN(CC1)C1=CC=C(N=N1)C1=C(C=C(C(=C1)F)C=1C=NC=C(C1)OC)O